CC(CCCC)=[Se] hexaneselon